1-(4-((1R,2S)-6-methoxy-2-phenyl-1,2,3,4-tetrahydronaphthalen-1-yl)phenyl)piperazine COC=1C=C2CC[C@@H]([C@@H](C2=CC1)C1=CC=C(C=C1)N1CCNCC1)C1=CC=CC=C1